C(#N)C=1C=C(CC=2NC(=NN2)C(=O)N[C@@H]2C(N(C3=C(OC2)C=CC=N3)C)=O)C=C(C1)F (S)-5-(3-cyano-5-fluorobenzyl)-N-(5-methyl-4-oxo-2,3,4,5-tetrahydropyrido[3,2-b][1,4]oxazepin-3-yl)-4H-1,2,4-triazole-3-carboxamide